N1(N=CC=C1)C[C@H](C)C=1N(C=2C(=C3CC[C@@H](N(C3=CC2)C(=O)OC)C)N1)C1CCS(CC1)(=O)=O methyl (S)-2-((S)-1-(1H-pyrazol-1-yl)propan-2-yl)-3-(1,1-dioxidotetrahydro-2H-thiopyran-4-yl)-7-methyl-3,7,8,9-tetrahydro-6H-imidazo[4,5-f]quinoline-6-carboxylate